ClC1=C(C(=CC=C1)N1CCN(CCC1)C(C)C)NC(=O)N1C[C@](CC1)(OC1=CC=CC=C1)C (S)-N-(2-chloro-6-(4-isopropyl-1,4-diazepan-1-yl)phenyl)-3-methyl-3-phenoxypyrrolidine-1-carboxamide